(4-azido-2,3,5,6-tetrafluorophenyl)methanol N(=[N+]=[N-])C1=C(C(=C(C(=C1F)F)CO)F)F